C(C)(C)(C)OC(=O)N1C[C@@H](CC1)OCCCCC(C=C)O (3R)-3-((5-hydroxyhept-6-en-1-yl)oxy)pyrrolidine-1-carboxylic acid tert-butyl ester